N-(2-Amino-1-(4-(hydroxymethyl)thiazol-2-yl)ethyl)-3-methyl-5-(5-(trifluoromethyl)pyridin-2-yl)-1H-pyrrole-2-carboxamide NCC(C=1SC=C(N1)CO)NC(=O)C=1NC(=CC1C)C1=NC=C(C=C1)C(F)(F)F